(S)-N-[4-[8-amino-5-chloro-3-(trideuteriomethyl)imidazo[1,5-a]pyrazin-1-yl]-2,3-difluoro-phenyl]-2-(3,5-difluorophenyl)-2-hydroxy-acetamide NC=1C=2N(C(=CN1)Cl)C(=NC2C2=C(C(=C(C=C2)NC([C@@H](O)C2=CC(=CC(=C2)F)F)=O)F)F)C([2H])([2H])[2H]